9-methyl-2-phenyl-9H-pyrimido[4,5-b]indole CN1C2=C(C3=CC=CC=C13)C=NC(=N2)C2=CC=CC=C2